C(#N)CNC(=O)C1CC(C1)C1=CC=C(C=C1)C1=CC=C(C=C1)\C=C\[C@@H](CO)N1C(=NC=C1)[C@H](C)O N-(cyanomethyl)-3-(4'-((S,E)-4-hydroxy-3-(2-((S)-1-hydroxyethyl)-1H-imidazol-1-yl)but-1-en-1-yl)-[1,1'-biphenyl]-4-yl)cyclobutane-1-carboxamide